N-(sec-butyl)decane-1,10-diamine C(C)(CC)NCCCCCCCCCCN